5-[(4R,9aS)-8-[2-[6-[(3R,4S)-3-amino-4-fluoro-pyrrolidin-1-yl]-3-pyridyl]ethyl]-4-methyl-3,4,6,7,9,9a-hexahydro-1H-pyrazino[1,2-a]pyrazin-2-yl]-2-deuterio-quinoline-8-carbonitrile N[C@@H]1CN(C[C@@H]1F)C1=CC=C(C=N1)CCN1C[C@@H]2N([C@@H](CN(C2)C2=C3C=CC(=NC3=C(C=C2)C#N)[2H])C)CC1